Methyl 2-(3-amino-2-hydroxyphenyl)acetate NC=1C(=C(C=CC1)CC(=O)OC)O